N-(4-(dimethylamino)phenyl)-3-(5-nitronaphthalene-1-yl)-5,6,7,8-tetrahydroimidazo[1,5-a]Pyrazine-1-carboxamide CN(C1=CC=C(C=C1)NC(=O)C=1N=C(N2C1CNCC2)C2=CC=CC1=C(C=CC=C21)[N+](=O)[O-])C